C(C(C)C)C1=CC(=C(C=C1)CCC=[N+](C(C)C)[O-])C 3-(4-isobutyl-2-methylphenyl)-N-isopropylpropan-1-imine oxide